FC(OC1=C(C=C(C=C1)C1=C(C2=C(CCC1)C=C(C=C2)O)C2=CC=C(C=C2)O[C@@H]2CN(CC2)CCCF)F)F 6-[4-(difluoro-methoxy)-3-fluoro-phenyl]-5-[4-[(3S)-1-(3-fluoropropyl)pyrrolidin-3-yl]oxyphenyl]-8,9-dihydro-7H-benzo[7]annulen-2-ol